(2S,4R)-allyl 4-(2-((1R,3R)-3-((2S,3S)-2-amino-N,3-dimethylpentanamido)-4-methyl-1-((2-methylallyl)oxy)pentyl)thiazole-4-carboxamido)-2-methyl-5-phenylpentanoate N[C@H](C(=O)N(C)[C@H](C[C@@H](OCC(=C)C)C=1SC=C(N1)C(=O)N[C@H](C[C@@H](C(=O)OCC=C)C)CC1=CC=CC=C1)C(C)C)[C@H](CC)C